(E)-4-[2-[2-[2-[2-[2-[2-[2-[bis(tert-butoxycarbonyl)amino]ethoxy]ethoxy]ethoxy]ethoxy]ethoxy]ethoxy]ethylmethyl-amino]but-2-enoic acid C(C)(C)(C)OC(=O)N(CCOCCOCCOCCOCCOCCOCCN(C/C=C/C(=O)O)C)C(=O)OC(C)(C)C